Tert-Butyl (2-((Cyclohexylamino)Oxy)Ethyl)(Methyl)Carbamate C1(CCCCC1)NOCCN(C(OC(C)(C)C)=O)C